The molecule is a 1-phosphatidyl-1D-myo-inositol 4-phosphate in which the phosphatidyl acyl groups at positions 1 and 2 are specified as stearoyl and arachidonoyl respectively. It derives from an octadecanoic acid and an arachidonic acid. It is a conjugate acid of a 1-stearoyl-2-arachidonoyl-sn-glycero-3-phospho-1D-myo-inositol 4-phosphate(3-). CCCCCCCCCCCCCCCCCC(=O)OC[C@H](COP(=O)(O)OC1[C@@H]([C@H](C([C@H]([C@H]1O)O)OP(=O)(O)O)O)O)OC(=O)CCC/C=C\\C/C=C\\C/C=C\\C/C=C\\CCCCC